9-(4-((4-ethyl-4-hydroxypiperidin-1-yl)carbonyl)phenyl)-2-(trifluoromethyl)-4H-pyrido[1,2-a]pyrimidin-4-one C(C)C1(CCN(CC1)C(=O)C1=CC=C(C=C1)C1=CC=CN2C1=NC(=CC2=O)C(F)(F)F)O